tert-butyl 4-(5-(2-(2,6-dioxopiperidin-3-yl)-1,3-dioxoisoindolin-5-yl)pent-4-yn-1-yl)piperazine-1-carboxylate O=C1NC(CCC1N1C(C2=CC=C(C=C2C1=O)C#CCCCN1CCN(CC1)C(=O)OC(C)(C)C)=O)=O